OC1=C(C=C(C=C1)CCCCCCCCC)CN(CC(=O)O)C N-((2-hydroxy-5-nonylphenyl)methyl)-N-methyl-glycine